α-octadecene C=CCCCCCCCCCCCCCCCC